COC1=C(C=C(C=C1)N1CCN(CC1)C1COC1)S(=O)(=O)NC(=O)C1=NC2=CC=CC(=C2C=C1)C1=NC=CC=C1 N-((2-methoxy-5-(4-(oxetan-3-yl)piperazin-1-yl)phenyl)sulfonyl)-5-(pyridin-2-yl)quinoline-2-carboxamide